2-amino-5-(trifluoromethyl)benzimidazole NC=1NC2=C(N1)C=CC(=C2)C(F)(F)F